(S)-2-(5-((1-(dibenzo[b,d]furan-2-yl)ethyl)amino)-6-oxo-2-(pyridin-2-yl)pyrimidin-1(6H)-yl)acetic acid C1=C(C=CC=2OC3=C(C21)C=CC=C3)[C@H](C)NC3=CN=C(N(C3=O)CC(=O)O)C3=NC=CC=C3